OC(COC1=CC=C(C=O)C=C1)COC1=CC=C(C=O)C=C1 4,4'-(2-hydroxypropane-1,3-diyl)-bis(oxy)-bis(benzaldehyde)